FC1=C(C(=CC(=C1)NCCNCCO)F)N1C=2N=C(C=CC2C=2C=C(C=NC2N(C1=O)CC)F)C#N 8-[2,6-difluoro-4-({2-[(2-hydroxyethyl)amino]ethyl}amino)phenyl]-10-ethyl-14-fluoro-9-oxo-6,8,10,12-tetraazatricyclo[9.4.0.02,7]pentadeca-1(11),2(7),3,5,12,14-hexaene-5-carbonitrile